N1CC(C1)C1=CC=C(C=N1)N1C=C(C(C2=CC(=C(C=C12)N1[C@H](CCC1)COC1=NC=CC=C1Cl)Cl)=O)C(=O)O (R)-1-(6-(azetidin-3-yl)pyridin-3-yl)-6-chloro-7-(2-(((3-chloropyridin-2-yl)oxy)methyl)pyrrolidin-1-yl)-4-oxo-1,4-dihydroquinoline-3-carboxylic acid